3-azaspiro[5.5]undec-8-ene-3-carboxylate C1CN(CCC12CC=CCC2)C(=O)[O-]